3,3-dimethyl-2,2-bithiophenyl CC1(C(SC=C1)C=1SC=CC1)C